FC=1C=C(C=CC1)C=1C(=NN(C1C(=O)O)C=1SC(=C(N1)C1=CC=C(C=C1)C(F)(F)F)CCO)C 4-(3-fluorophenyl)-1-(5-(2-hydroxyethyl)-4-(4-(trifluoromethyl)phenyl)thiazol-2-yl)-3-methyl-1H-pyrazole-5-carboxylic acid